C(C1=CC=CC=C1)C=1C=C(N)C=CC1 3-benzyl-aniline